OCCN(CCN(CCO)CCO)CCO N,N,N',N'-tetrakis-(2-hydroxyethyl)-1,2-diaminoethane